(E)-tert-butyl (2-(2-(2-(3-((4-((4-sulfamoylphenyl)diazenyl)phenyl)amino) propanamido)ethoxy)ethoxy)ethyl)carbamate S(N)(=O)(=O)C1=CC=C(C=C1)/N=N/C1=CC=C(C=C1)NCCC(=O)NCCOCCOCCNC(OC(C)(C)C)=O